C(C)(C)(C)OC(=O)N1C[C@@H](N(CC1)C=1C2=C(N=CN1)N(C=C2C2CC2)C=2NC(=CN2)C#N)C (S)-4-(7-(5-cyano-1H-imidazol-2-yl)-5-cyclopropyl-7H-pyrrolo[2,3-d]pyrimidin-4-yl)-3-methylpiperazine-1-carboxylic acid tert-butyl ester